C1(CCCCCCCCO1)=O nonanolactone